Hexenedioic acid C(CC(=O)O)/C=C/C(=O)O